BrC1=CC=C(C=C1)N(C1=CC=C(C=C1)Br)C1=CC=C(C=C1)Br N,N-bis(4-bromophenyl)-N-(4-bromophenyl)amine